C(C)C(C(=O)OCC(C)OC(C(CCCC)CC)=O)CCCC propylene glycol bis(2-ethylhexanoate)